ClC1=C(N=C(S1)C=1N=NN(C1)[C@@H]1[C@H]([C@@H](SC2=C(C=CC(=C2)Br)C#N)O[C@@H]([C@@H]1O)CO)OC)C 5-Bromo-2-cyanophenyl 3-[4-(5-chloro-4-methylthiazol-2-yl)-1H-1,2,3-triazol-1-yl]-3-deoxy-2-O-methyl-1-thio-α-D-galactopyranoside